O=C1OC(CCC1N1C(N(C2=C1C=CC(=C2)N2CC(C2)CCCC(=O)OCC2=CC=CC=C2)C)=O)=O Benzyl 4-[1-[1-(2,6-dioxooxan-3-yl)-3-methyl-2-oxo-1,3-benzodiazol-5-yl]azetidin-3-yl]butanoate